FC1=C(C(=O)NCCC2=CNC3=CC=C(C=C23)O)C=CC=N1 2-fluoro-N-(2-(5-hydroxy-1H-indol-3-yl)ethyl)nicotinamide